BrC1=CC=C2C=C(CCC2=C1)CCCCC 7-bromo-3-pentyl-1,2-dihydronaphthalene